5-(2-(benzyloxy)-6-((4-fluoro-3-methylphenyl)amino)phenyl)-2-methylpent-4-yn-2-ol C(C1=CC=CC=C1)OC1=C(C(=CC=C1)NC1=CC(=C(C=C1)F)C)C#CCC(C)(O)C